C1N(CC12CCOCC2)C2=NC1=CC=C(C=C1C=C2)CO (2-(7-oxa-2-azaspiro[3.5]nonan-2-yl)quinolin-6-yl)methanol